5-(2-Fluoro-6-methoxyphenyl)-1-(1H-pyrazolo[3,4-c]pyridin-3-yl)-1H-imidazole-4-carboxylic acid FC1=C(C(=CC=C1)OC)C1=C(N=CN1C1=NNC2=CN=CC=C21)C(=O)O